Cl.P(=O)(OCC=C=O)(OCC=C=O)OCC=C=O tri-(2-carbonyl ethyl) phosphate hydrochloride